2-(3-methoxyphenyl)-3-(methylamino)propane COC=1C=C(C=CC1)C(C)CNC